(P)-6-[4-[4-(aminomethyl)-1-oxo-2H-phthalazin-6-yl]-2-methyl-pyrazol-3-yl]-7-fluoro-3-methyl-quinoline-5-carbonitrile NCC1=NNC(C2=CC=C(C=C12)C1=C(N(N=C1)C)C1=C(C=2C=C(C=NC2C=C1F)C)C#N)=O